3-fluoro-5-methoxybenzoic acid methyl ester COC(C1=CC(=CC(=C1)OC)F)=O